(R,E)-N-(1-(3-(1,1-difluoro-2-methoxyethyl)phenyl)ethylidene)-2-methylpropane-2-sulfonamide FC(COC)(F)C=1C=C(C=CC1)\C(\C)=N\S(=O)(=O)C(C)(C)C